CC(C[C@@H](C(N[C@H](C=O)C[C@@H]1C(NCC1)=O)=O)NC(=O)OC1CC2(CN(C2)C(=O)OC(C)(C)C)C1)C Tert-butyl 6-((((S)-4-methyl-1-oxo-1-(((S)-1-oxo-3-((R)-2-oxopyrrolidin-3-yl)propan-2-yl)amino)pentan-2-yl)carbamoyl)oxy)-2-azaspiro[3.3]heptane-2-carboxylate